FC(OC=1C=C(C(=O)O)C=C(C1O)[N+](=O)[O-])F 3-(difluoromethoxy)-4-hydroxy-5-nitrobenzoic acid